methyl 3-(3-(6-fluoro-1H-indol-3-yl)azetidin-1-yl)propanoate FC1=CC=C2C(=CNC2=C1)C1CN(C1)CCC(=O)OC